N1C(=NC=2C1=NC=CN2)N[C@@H]2C[C@H](CC2)NC2=CC=C(C=N2)N2C(C=CC=C2)=O 6'-(((1S,3S)-3-((1H-Imidazo[4,5-b]pyrazin-2-yl)amino)cyclopentyl)amino)-2H-[1,3'-bipyridin]-2-one